C(C)(C)(C)OC(=O)N1CCN(CC1)C(=O)N1C[C@@H](CCC1)C(=O)O (R)-1-(4-(tert-Butoxycarbonyl)piperazine-1-carbonyl)piperidine-3-carboxylic acid